3-fluoro-N2-((1S,3S)-3-((7-fluoro-[1,2,4]triazolo[1,5-a]pyridin-2-yl)amino)cyclopentyl)pyridine-2,5-diamine FC=1C(=NC=C(C1)N)N[C@@H]1C[C@H](CC1)NC1=NN2C(C=C(C=C2)F)=N1